FC=1C=C(C=NC1)C1=NN(C=C1)C1=NC=2N(C(=C1)N1CCOCC1)N=C(C2)C2=CC=NC=C2 4-(5-(3-(5-fluoropyridin-3-yl)-1H-pyrazol-1-yl)-2-(pyridin-4-yl)pyrazolo[1,5-a]pyrimidin-7-yl)morpholine